4-[5-(3,5-Dichlorophenyl)-5-trifluoromethyl-4,5-dihydroisoxazol-3-yl]-2-methyl-N-[(2,2,2-trifluoroethylcarbamoyl)-methyl]-benzamid ClC=1C=C(C=C(C1)Cl)C1(CC(=NO1)C1=CC(=C(C(=O)NCC(NCC(F)(F)F)=O)C=C1)C)C(F)(F)F